N1N=C(C=2CNCCC21)CC(=O)OC methyl 2-(4,5,6,7-tetrahydro-1H-pyrazolo[4,3-c]pyridin-3-yl)acetate